3-(5-(((1R,2R)-2-(4-ethoxypiperidin-1-yl)cyclopentyl)oxy)-1-oxoisoindolin-2-yl)piperidine-2,6-dione C(C)OC1CCN(CC1)[C@H]1[C@@H](CCC1)OC=1C=C2CN(C(C2=CC1)=O)C1C(NC(CC1)=O)=O